5-(5-cyano-2-cyclopropoxyphenyl)-N-((3R,5S)-5-(fluoromethyl)pyrrolidin-3-yl)oxazole-2-carboxamide TFA salt OC(=O)C(F)(F)F.C(#N)C=1C=CC(=C(C1)C1=CN=C(O1)C(=O)N[C@H]1CN[C@@H](C1)CF)OC1CC1